C1(CCC1)CC(C(=O)N1CCC(CC1)(O)CN1C=NC(=CC1=O)C1=C(C=CC=C1)F)C 3-((1-(3-cyclobutyl-2-methylpropanoyl)-4-hydroxypiperidin-4-yl)methyl)-6-(2-fluorophenyl)pyrimidin-4(3H)-one